COC1=CC=C(C=C1)C1C2=CC=CC=C2OC=2C=CC(=CC12)O 9-(4-methoxyphenyl)-9H-xanthen-2-ol